(3S,4aS,8aS)-2-[(R)-3-(4-cyanobenzylamino)-2-hydroxypropyl]decahydroisoquinoline-3-carboxylic acid C(#N)C1=CC=C(CNC[C@H](CN2C[C@H]3CCCC[C@H]3C[C@H]2C(=O)O)O)C=C1